FC=1C=CC2=C(NC(CCC2)=O)C1 8-fluoro-1,3,4,5-tetrahydro-2H-benzo[b]azepin-2-one